C(C)(=O)C1=CC(=NC=N1)O[C@@]1(N(CCC1)CC1=C(N=C(S1)NC(C)=O)F)C N-(5-(((2S,4R)-((6-acetylpyrimidin-4-yl)oxy)-2-methylpyrrolidin-1-yl)methyl)-4-fluorothiazol-2-yl)acetamide